NC1=C(C(=C(C(=C1[2H])[2H])O)[2H])[2H] 4-Amino(2H4)phenol